4-fluoro-N-{phenyl-[4-(prop-2-yl)phenyl]methyl}-1-[2-(1H-1,2,3-triazol-1-yl)acetyl]pyrrolidine-2-carboxamide tert-butyl-cyclohexanecarboxylate C(C)(C)(C)OC(=O)C1CCCCC1.FC1CC(N(C1)C(CN1N=NC=C1)=O)C(=O)NC(C1=CC=C(C=C1)C(C)C)C1=CC=CC=C1